5-(5-methoxypyridin-2-yl)-1-methyl-1H-imidazole-4-carboxylic acid COC=1C=CC(=NC1)C1=C(N=CN1C)C(=O)O